NC1=C([C@H]2[C@H](O)[C@H](O)[C@@H](CO)O2)C(NC(N1)=O)=O 6-Amino-pseudouridine